FC1=C2CN(C(NC2=CC=C1F)=O)CC(=O)N[C@H]1COC2=C(C1)C=C(C=C2)F |o1:17| rel-2-(5,6-difluoro-2-oxo-1,4-dihydroquinazolin-3-yl)-N-[(3R)-6-fluoro-3,4-dihydro-2H-1-benzopyran-3-yl]acetamide